methyl 4-(((1R,3S,5s,7s)-5-hydroxyadamantan-2-yl)amino)-1H-pyrrolo[2,3-b]pyridine-5-carboxylate OC12C[C@H]3C([C@H](CC(C1)C3)C2)NC2=C3C(=NC=C2C(=O)OC)NC=C3